C(C)(C)(C)C1N2C(C3=CC(=CC=C3C1)OC)=CC(C(=C2)C(=O)OCC)=O ethyl 6-tert-butyl-10-methoxy-2-oxo-6,7-dihydro-2H-pyrido[2,1-a]isoquinoline-3-carboxylate